methyl 2-(benzhydrylideneamino)-3-(3-bromo-4-methyl-2-thienyl)-2-methyl-propanoate C(C1=CC=CC=C1)(C1=CC=CC=C1)=NC(C(=O)OC)(CC=1SC=C(C1Br)C)C